BrCCCCCC1C2C=CC(C1)C2 5-(5-bromopentyl)bicyclo[2.2.1]hept-2-ene